4-((4-(3-(((S)-2,6-dioxopiperidin-3-yl)amino)phenyl)piperazin-1-yl)methyl)piperidine O=C1NC(CC[C@@H]1NC=1C=C(C=CC1)N1CCN(CC1)CC1CCNCC1)=O